(S)-N-((S)-(5-chloro-6-(trifluoromethyl)pyridin-2-yl)(5-chloro-6-(trifluoromethyl)-pyridin-3-yl)methyl)-2-oxoimidazolidine-4-carboxamide ClC=1C=CC(=NC1C(F)(F)F)[C@@H](NC(=O)[C@H]1NC(NC1)=O)C=1C=NC(=C(C1)Cl)C(F)(F)F